C(C1=CC=CC=C1)OC=1C=C2C=CC(=CC2=C(C1N1S(NC(C1)=O)(=O)=O)F)OCCNC(CN1CCC(CC1)C1=CC(=C(C=C1)NC1C(NC(CC1)=O)=O)OC1=CC=CC=C1)=O N-[2-[[6-benzyloxy-8-fluoro-7-(1,1,4-trioxo-1,2,5-thiadiazolidin-2-yl)-2-naphthyl]oxy]ethyl]-2-[4-[4-[(2,6-dioxo-3-piperidyl)amino]-3-phenoxy-phenyl]-1-piperidyl]acetamide